COC1=CC=C(C(=O)NC2=CC=C(C=C2)N2CCN(CC2)C2=CC=NC=C2)C=C1 4-Methoxy-N-[4-[4-(4-pyridyl)piperazin-1-yl]phenyl]benzamid